(E)-1-(5-(6-chloro-3-(1H-imidazol-1-yl)-5-methoxy-1-methyl-1H-pyrrolo[3,2-b]-pyridin-2-yl)-4H-1,2,4-triazol-3-yl)ethan-1-one O-methyl oxime CO\N=C(/C)\C1=NN=C(N1)C1=C(C2=NC(=C(C=C2N1C)Cl)OC)N1C=NC=C1